(2,5-dioxo-2,5-dihydro-1H-pyrrole-1-carbonyl)sulfanoyl fluoride O=C1N(C(C=C1)=O)C(=O)S(=O)F